(S)-2,3-dihydroxypropyl (1-hydroxy-7-methyl-1,3-dihydrobenzo[c][1,2]oxaborole-6-carbonyl)-L-valinate OB1OCC2=C1C(=C(C=C2)C(=O)N[C@@H](C(C)C)C(=O)OC[C@H](CO)O)C